1,4-Bis(3-isocyanopropyl)piperazine [N+](#[C-])CCCN1CCN(CC1)CCC[N+]#[C-]